BrC=1C=C(C(=NC1)C(CC(=O)OC(CC1=CC=CC=C1)(C)C)=O)SCC 2-methyl-1-phenylpropan-2-yl 3-[5-bromo-3-(ethylsulfanyl)pyridin-2-yl]-3-oxopropanoate